6-((2-methyl-2H-tetrazol-5-yl)(phenyl)methyl)-3,6-diazabicyclo[3.1.0]hexane CN1N=C(N=N1)C(N1C2CNCC12)C1=CC=CC=C1